BrC=1C=C(C=NC1)C 5-bromo-3-methyl-pyridine